N,N-diethyl-N-pentylamine C(C)N(CCCCC)CC